BrC=1C=C2C(=CNC2=CC1)C(C)C 5-bromo-3-isopropyl-1H-indole